S1C=NC2=C1C=C(C=C2)C2=CC(=NN2C2=NC(=CC=C2)C)CC(=O)NC2=CC=C(C=C2)CO 5-(benzo[d]thiazol-6-yl)-N-(4-(hydroxymethyl)phenyl)-1-(6-methylpyridin-2-yl)-1H-pyrazole-3-carboxyamide